O=C1[C@@H]2[C@H](N[C@H](C1)CC2)C(=O)N2CC1(CN(C1)C1=C(SC3=NC=C(C=C31)C#N)CC(F)(F)F)C2 6-[(1S,3S,4S)-5-oxo-2-azabicyclo[2.2.2]octane-3-carbonyl]-2,6-diazaspiro[3.3]heptan-2-yl-2-(2,2,2-trifluoroethyl)thieno[2,3-b]pyridine-5-carbonitrile